P(=O)(O)(O)O.CN(CCCNC(\C(=C\CCCCC(=O)NO)\COC1=CC=CC2=CC=CC=C12)=O)C (E)-N1-(3-(dimethylamino)propyl)-N8-hydroxy-2-((naphthalen-1-yloxy)methyl)oct-2-enediamide phosphate